ClC1=C(C(=CC=C1)F)NC=1N(C2=NC(=NC=C2N1)N[C@H]1[C@@H](CCC1)O)C1CCC(CC1)C(=O)N (1S,4s)-4-(8-(2-chloro-6-fluorophenylamino)-2-((1R,2R)-2-hydroxycyclopentylamino)-9H-purin-9-yl)cyclohexanecarboxamide